C(C)(=O)O[C@H]1[C@@H](SC(C)=O)O[C@@H]([C@@H]([C@@H]1N1N=NC(=C1)C1=CC(=C(C(=C1)F)F)F)OC(C)=O)COC(C)=O acetyl 2,4,6-tri-O-acetyl-3-deoxy-3-[4-(3,4,5-trifluorophenyl)-1H-1,2,3-triazol-1-yl]-1-thio-α-D-galactopyranoside